3-[[6-(difluoromethoxy)-4-[2-[(1-methylpyrazol-3-yl)amino]pyrazolo[1,5-a]pyridin-5-yl]-3-pyridyl]oxy]-2,2-dimethyl-propanenitrile FC(OC1=CC(=C(C=N1)OCC(C#N)(C)C)C1=CC=2N(C=C1)N=C(C2)NC2=NN(C=C2)C)F